neopentyl glycol monoacrylate C(C=C)(=O)OCC(C)(CO)C